ClC=1C(N(C=C(C1C)C1=C(C2=NC(=CC=C2N1)C1CCN(CC1)C1COC1)C(C)C)C)=O 3-chloro-5-(3-isopropyl-5-(1-(oxetan-3-yl)piperidin-4-yl)-1H-pyrrolo[3,2-b]Pyridin-2-yl)-1,4-dimethylpyridin-2(1H)-one